6-methyl-N-(pyrimidin-4-yl)benzenesulfonamide CC1=CC=CC=C1S(=O)(=O)NC1=NC=NC=C1